8-methyl-7-(3-(pyrazin-2-ylamino)-7,8-dihydro-1,6-naphthyridin-6(5H)-yl)-4H-pyrimido[1,2-b]pyridazin-4-one CC1=CC=2N(N=C1N1CC=3C=C(C=NC3CC1)NC1=NC=CN=C1)C(C=CN2)=O